2-(7-bromochroman-4-yl)acetonitrile BrC1=CC=C2C(CCOC2=C1)CC#N